FC=1C=C2C=C(NC2=CC1OCC=1N=CSC1)CNC(=O)C1CC1 N-((5-fluoro-6-(thiazol-4-ylmethoxy)-1H-indol-2-yl)methyl)cyclopropanecarboxamide